FC=1C=C(C=NC1OCC(F)(F)F)C1=C(N=C2N(C1=O)C=CC(=C2)OC)C(F)(F)F 3-(5-fluoro-6-(2,2,2-trifluoroethoxy)-3-pyridinyl)-8-methoxy-2-(trifluoromethyl)-4H-pyrido[1,2-a]pyrimidin-4-one